4-chloro-3-iodo-2-propoxypyridine ClC1=C(C(=NC=C1)OCCC)I